tert-Butyl (1S,4S)-5-(4-((2,3-difluoro-4-(((S)-tetrahydrofuran-2-yl)methoxy)phenyl)amino)pyrido[3,2-d]pyrimidin-6-yl)-2,5-diazabicyclo[2.2.1]heptane-2-carboxylate FC1=C(C=CC(=C1F)OC[C@H]1OCCC1)NC=1C2=C(N=CN1)C=CC(=N2)N2[C@@H]1CN([C@H](C2)C1)C(=O)OC(C)(C)C